1-bromo-2-fluoro-5,6,7,8,9,10-hexahydrocyclohepta[b]indole-4-carboxamide BrC1=C2C3=C(NC2=C(C=C1F)C(=O)N)CCCCC3